C(C)S(=O)(=NC1CCC(CC1)CO)CC diethyl((4-(hydroxymethyl)cyclohexyl)imino)-λ6-sulfanone